Benzyl 2-((4-(pivaloyloxy)phenyl)sulfonamido)benzoate C(C(C)(C)C)(=O)OC1=CC=C(C=C1)S(=O)(=O)NC1=C(C(=O)OCC2=CC=CC=C2)C=CC=C1